(E)-1,3,3-trimethylindolin CN1CC(C2=CC=CC=C12)(C)C